C1=CC(=CC=2OC3=C(C21)C=CC=C3)C3=NC(=NC(=N3)C3=CC=CC=C3)C3=CC=CC2=C3C3=C(O2)C=CC(=C3)N3C2=CC=CC=C2C=2C=C(C=CC32)C3=CC=CC=C3 9-[9-(4-dibenzofuran-3-yl-6-phenyl-1,3,5-triazin-2-yl)dibenzofuran-2-yl]-3-phenylcarbazole